C(C1=CC=CC=C1)OC1=NC(=CC=C1C1=CC(=C(C=C1F)N1CCC(CC1)=O)F)OCC1=CC=CC=C1 [4-(2,6-dibenzyloxy-3-pyridinyl)-2,5-difluoro-phenyl]piperidin-4-one